CC1=C(C(=O)C2=CC=C3C=4C=CC(=CC4C(C3=C2)(CCCC)CCCC)C(C(CC2CCCCC2)=O)=O)C=CC=C1 1-(7-(2-methylbenzoyl)-9,9-dibutyl-fluoren-2-yl)-3-cyclohexylpropane-1,2-dione